C(CCCC)C(=C=CCO)CCCCC 4-pentylnonane-2,3-diene-1-ol